COCCOCCCC(=O)NCC(=O)N1[C@H]2C[C@]2(C[C@H]1C(=O)OCC)C ethyl (1S,3S,5S)-2-{2-[4-(2-methoxyethoxy)butanamido]acetyl}-5-methyl-2-azabicyclo[3.1.0]hexane-3-carboxylate